[N+](=O)([O-])/C=C/C1=NNC2=CC=CC=C12 (E)-3-(2-nitrovinyl)-1H-indazole